(R or S)-N-(5-((R or S)-1-amino-2,2,2-trifluoroethyl)-2-methoxyphenyl)-3-(3-fluoro-4-methylphenyl)-3-(1,2,4-thiadiazol-5-yl)pyrrolidine-1-carbothioamide N[C@@H](C(F)(F)F)C=1C=CC(=C(C1)NC(=S)N1C[C@](CC1)(C1=NC=NS1)C1=CC(=C(C=C1)C)F)OC |o1:1,17|